2,1-Benzoxazin N1OC=CC2=C1C=CC=C2